N-[(1R,3S)-3-{[2-(trifluoromethyl)quinolin-4-yl]amino}cyclohexyl]-4,5,6,7-tetrahydro-1-benzothiophene-2-carboxamide FC(C1=NC2=CC=CC=C2C(=C1)N[C@@H]1C[C@@H](CCC1)NC(=O)C=1SC2=C(C1)CCCC2)(F)F